CS(=O)(=O)C=1N=NC=CN1 3-(methanesulfonyl)-1,2,4-triazine